4-(3-chlorophenanthren-9-yl)pyridine ClC=1C=CC=2C=C(C3=CC=CC=C3C2C1)C1=CC=NC=C1